4-((5-chloroisoindolin-2-yl)methyl)-1H-1,2,3-triazole-5-carboxylic acid ClC=1C=C2CN(CC2=CC1)CC=1N=NNC1C(=O)O